(3R)-3-(4-chlorophenyl)-2-[(5-chloropyrimidin-2-yl)methyl]-4-fluoro-6-{2-hydroxy-1-[(3R)-3-hydroxypyrrolidin-1-yl]but-2-yl}-3-[(3S)-oxolane-3-yloxy]-2,3-dihydro-1H-isoindol-1-one ClC1=CC=C(C=C1)[C@@]1(N(C(C2=CC(=CC(=C12)F)C(CN1C[C@@H](CC1)O)(CC)O)=O)CC1=NC=C(C=N1)Cl)O[C@@H]1COCC1